(3R,5R)-tert-butyl 3-(((benzyloxy)carbonyl)amino)-5-((tert-butyldiphenylsilyl)oxy)piperidine-1-carboxylate C(C1=CC=CC=C1)OC(=O)N[C@H]1CN(C[C@@H](C1)O[Si](C1=CC=CC=C1)(C1=CC=CC=C1)C(C)(C)C)C(=O)OC(C)(C)C